C1(=CC=CC=C1)C=1C=C2C=CC(=C(C2=CC1)C1=C(C=CC2=CC(=CC=C12)C1=CC=CC=C1)OC1=C(C(=O)O)C=CC=C1)OC1=C(C(=O)O)C=CC=C1 2,2'-[(6,6'-diphenyl[1,1'-binaphthalene]-2,2'-diyl)bis(oxy)]dibenzoic acid